7,8-dichloro-6-(3-fluoro-2-pyridinyl)-4H-[1,2,4]triazolo[1,5-a][1,4]benzodiazepine ClC1=C(C=CC2=C1C(=NCC=1N2N=CN1)C1=NC=CC=C1F)Cl